CN(CCN(C1=CC(=C(C=C1[N+](=O)[O-])NC1=NC=C(C(=N1)C1=CN(C2=CC=CC=C12)C1COC1)C#N)OC)C)C 2-((4-((2-(dimethylamino)ethyl)(methyl)amino)-2-methoxy-5-nitrophenyl)amino)-4-(1-(oxetan-3-yl)-1H-indol-3-yl)pyrimidine-5-carbonitrile